C(#C)C1=NC(=CC=C1)C#C 2,6-bis(ethynyl)pyridine